sodium (1R,2S,5S)-6,6-dimethyl-3-azabicyclo[3.1.0]hexane-2-sulfonate CC1([C@H]2CN[C@H]([C@@H]12)S(=O)(=O)[O-])C.[Na+]